N[C@@H](C(=O)NC=1N=NC(=C(C1)C1CC1)C1=C(C=C(C=C1)C#C)O)C (R)-2-amino-N-(5-cyclopropyl-6-(4-ethynyl-2-hydroxyphenyl)pyridazin-3-yl)propanamide